ClC1=CC=C(CC=2C=C(C=O)C=CC2)C=C1 3-(4-chlorobenzyl)benzaldehyde